8-(4-chloro-6-methoxybenzo[d]thiazol-2-yl)-2,3,6-trimethylquinazolin-4(3H)-one ClC1=CC(=CC2=C1N=C(S2)C=2C=C(C=C1C(N(C(=NC21)C)C)=O)C)OC